CN1C=NC=2N=CN(C(C12)=O)CC1=NC(=NO1)C1[C@H]2CN(C[C@@H]12)C=1C=NC=CC1 7-methyl-1-[[3-[(1R,5S,6r)-3-(3-pyridinyl)-3-azabicyclo[3.1.0]hexan-6-yl]-1,2,4-oxadiazol-5-yl]methyl]purin-6-one